ls-2,4-dihydroxybenzophenone OC1=C(C(=O)C2=CC=CC=C2)C=CC(=C1)O